tert-Butyl (3R)-3-[[2-(6-bromo-1-oxo-spiro[3H-isoquinoline-4,1'-cyclopropane]-2-yl)acetyl]amino]piperidine-1-carboxylate BrC=1C=C2C(=CC1)C(N(CC21CC1)CC(=O)N[C@H]1CN(CCC1)C(=O)OC(C)(C)C)=O